2-(Azetidin-1-yl)quinazoline-6-carbaldehyde N1(CCC1)C1=NC2=CC=C(C=C2C=N1)C=O